methyl 6-(benzyloxy)-9-chloro-10-phenyl-[1,2,4]triazolo[5,1-a]isoquinoline-5-carboxylate C(C1=CC=CC=C1)OC1=C(N2C(C3=C(C(=CC=C13)Cl)C1=CC=CC=C1)=NC=N2)C(=O)OC